N,N,N',N'-Tetrakis(Z-hydroxyethyl)-ethylenediamine OCCN(CCN(CCO)CCO)CCO